(3S,6S)-6-isopropenyl-3-methyl-9-decenyl acetate C(C)(=O)OCC[C@H](CC[C@H](CCC=C)C(=C)C)C